[Si](C1=CC=CC=C1)(C1=CC=CC=C1)(C(C)(C)C)O[C@H]1[C@@H]2[C@H](N([C@H](C1)C2)C(=O)OC(C)(C)C)CO tert-butyl (1S,3S,4S,5R)-5-[(tert-butyldiphenylsilyl)oxy]-3-(hydroxymethyl)-2-azabicyclo[2.2.1]heptane-2-carboxylate